rel-tert-Butyl (3-cyano-4-(3-((3R,4R)-3-(dimethylamino)-4-hydroxypyrrolidin-1-yl)-5-fluoro-7,9-dihydrofuro[3,4-f]quinazolin-6-yl)-7-fluorothieno[3,2-c]pyridin-2-yl)carbamate C(#N)C1=C(SC2=C1C(=NC=C2F)C=2C1=C(C=3C=NC(=NC3C2F)N2C[C@H]([C@@H](C2)O)N(C)C)COC1)NC(OC(C)(C)C)=O |o1:25,26|